O=C1NC(CCC1N1C(C2=CC=CC(=C2C1=O)N1CCN(CC1)C(=O)OC(C)(C)C)=O)=O tert-butyl 4-[2-(2,6-dioxopiperidin-3-yl)-1,3-dioxoisoindol-4-yl]piperazine-1-carboxylate